6-aminopentacyclo[7.3.1.14,12.02,7.06,11]tetradecane NC12CC3CC4C5C(C2CC(CC14)C5)C3